5-(((Trans-3-(3-cyclopropyl-4-(7-fluoro-1-isopropyl-1H-pyrrolo[3,2-c]pyridin-4-yl)-1H-pyrazol-1-yl)cyclobutyl)methyl)amino)-2-(2,6-dioxopiperidin-3-yl)isoindoline-1,3-dione C1(CC1)C1=NN(C=C1C1=NC=C(C2=C1C=CN2C(C)C)F)[C@@H]2C[C@H](C2)CNC=2C=C1C(N(C(C1=CC2)=O)C2C(NC(CC2)=O)=O)=O